N-((S)-1,1-dicyclopropyl-3-((4-((S)-1-(3,3-difluoroazetidin-1-yl)-1-oxopropan-2-yl)-2-fluorophenyl)amino)-3-oxopropan-2-yl)-1-ethyl-1H-pyrazole-5-carboxamide C1(CC1)C([C@@H](C(=O)NC1=C(C=C(C=C1)[C@@H](C(=O)N1CC(C1)(F)F)C)F)NC(=O)C1=CC=NN1CC)C1CC1